CN1N=C(C=C1)C=1C=C(C=CC1CN)C1=CC=CC=C1 (3-(1-methyl-1H-pyrazol-3-yl)-[1,1'-biphenyl]-4-yl)methanamine